(R)-tert-butyl 3-(2-amino-7-chloro-6-(((R)-tetrahydrofuran-3-yl)oxy)-1H-benzo[d]imidazol-1-yl)azepane-1-carboxylate NC1=NC2=C(N1[C@H]1CN(CCCC1)C(=O)OC(C)(C)C)C(=C(C=C2)O[C@H]2COCC2)Cl